O.B([O-])([O-])[O-].[Zn+2].B([O-])([O-])[O-].[Zn+2].[Zn+2] zinc borate hydrate